3-(2-methoxyethoxy)-N-methyl-4-{[3-(4-{[(1R,4R)-4-(dimethylamino)cyclohexyl]amino}-1-(2,2,2-trifluoroethyl)-1H-indol-2-yl)prop-2-yn-1-yl]amino}benzamide COCCOC=1C=C(C(=O)NC)C=CC1NCC#CC=1N(C2=CC=CC(=C2C1)NC1CCC(CC1)N(C)C)CC(F)(F)F